N-[4-(3-Cyclopropyl-1H-1,2,4-triazol-5-yl)phenyl]-3-[(1,1-dioxo-1,4-thiazinan-4-yl)methyl]benzamide C1(CC1)C1=NNC(=N1)C1=CC=C(C=C1)NC(C1=CC(=CC=C1)CN1CCS(CC1)(=O)=O)=O